FC=1C=C(C=C(C1OC)F)C1=NNC2=NC=C(C=C21)C2=CC=C(C=C2)N2CCN(CC2)C 3-(3,5-difluoro-4-methoxyphenyl)-5-(4-(4-methylpiperazin-1-yl)phenyl)-1H-pyrazolo[3,4-b]pyridine